3-((5-tert-butyl-2-iodo-1H-imidazol-4-yl)methylene)-6-(3-(4-fluorobenzoyl)benzylidene)piperazine-2,5-dione C(C)(C)(C)C1=C(N=C(N1)I)C=C1C(NC(C(N1)=O)=CC1=CC(=CC=C1)C(C1=CC=C(C=C1)F)=O)=O